2,2-dimethyl-5-benzylidenecyclopentanone CC1(C(C(CC1)=CC1=CC=CC=C1)=O)C